ClC1=NC=C(C(=C1)C1=C(C=NC(=C1)C)C(=O)NC=1SC2=C(N1)CN(C2)C(=O)C=2C=1N(C=CC2)C=NC1)OC 2'-chloro-N-(5-(imidazo[1,5-a]pyridine-8-carbonyl)-5,6-dihydro-4H-pyrrolo[3,4-d]thiazol-2-yl)-5'-methoxy-6-methyl-[4,4'-bipyridine]-3-carboxamide